Cl.C(C)N=C=NCCCCCN(C)C 1-ethyl-(3-dimethylaminopropyl)-3-ethylcarbodiimide hydrochloride